FC(C(=O)O)(F)F.O=C(CCC(=O)O)NCCOCCOCCOCCOCCNC(CCC(=O)O)=O 4,21-dioxo-8,11,14,17-tetraoxa-5,20-diazatetracosane-1,24-dioic acid trifluoroacetate